(s)-6-(difluoromethyl)-8-(isopropylamino)-2-(piperidin-3-ylamino)pyrido[3,4-d]pyrimidine-5-carbonitrile FC(C1=C(C2=C(N=C(N=C2)N[C@@H]2CNCCC2)C(=N1)NC(C)C)C#N)F